COC1=C(C=CC(=C1)C=1C=NN(C1)C)NC=1N=CC2=C(N1)C(=NC=C2)N(C2CCOCC2)C N2-(2-methoxy-4-(1-methyl-1H-pyrazol-4-yl)phenyl)-N8-methyl-N8-(tetrahydro-2H-pyran-4-yl)pyrido[3,4-d]pyrimidine-2,8-diamine